C(C(C)C)(NC(=O)N)NC(=O)N isobutylidenediurea